NC=1C2=C(N=CN1)N(C=C2C(=O)NC2=CC=C(C=C2)COC)C(C)C 4-amino-7-isopropyl-N-(4-(methoxymethyl)phenyl)-7H-pyrrolo[2,3-d]pyrimidine-5-carboxamide